O1CNC=CC1 3,6-dihydro-2H-1,3-oxazine